C(C)OC(=O)C=1N=NN(C1C)C1CCC(CC1)O[Si](C)(C)C(C)(C)C.S(=O)(=O)(O)C(=O)S(=O)(=O)O disulfoketone ethyl-1-[4-[tert-butyl(dimethyl)silyl]oxycyclohexyl]-5-methyl-triazole-4-carboxylate